N-phenyl-1,1-dimethoxy-2-azasilacyclopentane C1(=CC=CC=C1)N1[Si](CCC1)(OC)OC